2-(2'-hydroxy-3'-t-butyl-5-methylphenyl)-5-chlorobenzotriazole OC1=C(C=C(C=C1C(C)(C)C)C)N1N=C2C(=N1)C=CC(=C2)Cl